N1=CN=C(C=C1)N1C(C(CCC1)N)C pyrimidin-4-yl-2-methylpiperidin-3-amine